acrylamido-6-hydroxymethyl-phenylboronic acid C(C=C)(=O)NC1=C(C(=CC=C1)CO)B(O)O